ClC=1C=CC(=C(C1)C1=CC(=CN=N1)NC1=CC(=NC=C1)NCCCN1CCN(CC1)C)F N4-[6-(5-chloro-2-fluorophenyl)pyridazin-4-yl]-N2-[3-(4-methylpiperazin-1-yl)propyl]pyridine-2,4-diamine